C(C)O[Si](OCC)(OCC)CCCSSSSCCC[Si](OCC)(OCC)OCC bis[(triethoxysilyl)-propyl] tetrasulfide